(S)-N-((1-(4-(6-(Difluoromethyl)imidazo[1,2-b]pyridazin-3-yl)-6-methoxypyridin-2-yl)piperidin-3-yl)methyl)methanesulfonamide FC(C=1C=CC=2N(N1)C(=CN2)C2=CC(=NC(=C2)OC)N2C[C@H](CCC2)CNS(=O)(=O)C)F